CC=1OC2=C(N1)C=CC(=C2)O 2-methyl-1,3-benzoxazol-6-ol